m-toluenesulfinamide CC1=CC(=CC=C1)S(=O)N